ClC=1C=C(C#N)C=C(C1)OC1=C(N=CN(C1=O)CC1=NNC(C(=C1)C=1C=NC=CC1)=O)C(F)(F)F 3-chloro-5-((6-oxo-1-((6-oxo-5-(pyridin-3-yl)-1,6-dihydropyridazin-3-yl)methyl)-4-(trifluoromethyl)-1,6-dihydropyrimidin-5-yl)oxy)benzonitrile